ClC=1C(=C(C(=CC1)C(F)F)C1=CN=C(C(=N1)C(=O)NC=1C=NN(C1)CC=1C(=NC(=NC1)N1C([C@@H]2C[C@@H]2C1)=O)C)C)F 6-(3-Chloro-6-(difluoromethyl)-2-fluorophenyl)-3-methyl-N-(1-((4-methyl-2-((1R,5S)-2-oxo-3-azabicyclo[3.1.0]hexan-3-yl)pyrimidin-5-yl)methyl)-1H-pyrazol-4-yl)pyrazine-2-carboxamide